C(C1=CC=CC=C1)N1C(C2=CC=CC=C2C(=C1)I)=O 2-benzyl-4-iodoisoquinoline-1(2H)-one